Phenylpyridin-2-amine C1(=CC=CC=C1)C=1C(=NC=CC1)N